FC(C(=O)O)C(O)(C(=O)O)CC(=O)O.FC(C(=O)O)C(O)(C(=O)O)CC(=O)O fluorocitric acid Fluorocitrate